CN(C(=O)[C@H]1CN(CC[C@@H]1NC(=O)C1=NOC(=C1)C1=C(C=C(C=C1F)F)F)[C@@H]1[C@H](CCC1)C)C (3S,4S)-1-((1S,2S)-2-methyl-cyclopentyl)-4-{[5-(2,4,6-trifluoro-phenyl)-isoxazole-3-carbonyl]-amino}-piperidine-3-carboxylic acid dimethylamide